6-[(6R)-6-(1-cyclopropylpyrazol-4-yl)-3,6-dihydro-2H-pyran-4-yl]-8-(2,4-difluorophenyl)-3-methyl-pyrido[3,4-d]triazin-4-one C1(CC1)N1N=CC(=C1)[C@H]1C=C(CCO1)C1=CC2=C(N=NN(C2=O)C)C(=N1)C1=C(C=C(C=C1)F)F